6-(6-(4-methoxypyridin-3-yl)-4-methyl-1H-pyrazolo[4,3-c]pyridin-1-yl)-N,N-dimethyl-4-((2R,3S)-2-methyl-3-((methylsulfonyl)methyl)azetidin-1-yl)pyridin-2-amine COC1=C(C=NC=C1)C1=CC2=C(C(=N1)C)C=NN2C2=CC(=CC(=N2)N(C)C)N2[C@@H]([C@H](C2)CS(=O)(=O)C)C